C1(CC1)C=1C=C(C=2N(C1)C=C(N2)CN2N=NC(=C2)C(=O)O)CC2COC2 1-((6-cyclopropyl-8-(oxetan-3-ylmethyl)imidazo[1,2-a]pyridin-2-yl)methyl)-1H-1,2,3-triazole-4-carboxylic acid